O[C@@H]1C[C@H](N(C1)C(=O)[C@@H](NC(COCCOCCOCCNC(OC(C)(C)C)=O)=O)C(C)(C)C)C(NCC1=CC=C(C=C1)C1=C(N=CS1)C)=O 1-Tert-butyl ((S)-13-((2S,4R)-4-hydroxy-2-((4-(4-methylthiazol-5-yl)benzyl)carbamoyl)pyrrolidine-1-carbonyl)-14,14-dimethyl-11-oxo-3,6,9-trioxa-12-azapentadecyl)carbamate